C(C)(C)(C)C1=C(C=CC(=C1)C(C)(C)C)C1=C(C(=C(C=C1)P([O-])[O-])C1=CC=CC=C1)C1=C(C=C(C=C1)C(C)(C)C)C(C)(C)C bis(2,4-di-tert-butylphenyl)-phenyl-phenylphosphonite